3-(2-methoxyphenyl)prop-2-enoic acid COC1=C(C=CC=C1)C=CC(=O)O